1-((4-bromophenyl)sulfonyl)-5-(3-fluorophenyl)-1H-pyrrole-3-carbaldehyde BrC1=CC=C(C=C1)S(=O)(=O)N1C=C(C=C1C1=CC(=CC=C1)F)C=O